ClC1=C(C=CC(=C1)OC)C=1C=C2CC(C(C2=CC1OC)NC(O[C@@H]1CN2CCC1CC2)=O)(C)C (S)-quinuclidin-3-yl (5-(2-chloro-4-methoxyphenyl)-6-methoxy-2,2-dimethyl-2,3-dihydro-1H-inden-1-yl)carbamate